(4-bromothiazol-2-yl)(2-methoxypyrimidin-5-yl)methanone BrC=1N=C(SC1)C(=O)C=1C=NC(=NC1)OC